4-hydroxy-4-methyl-6-oxocyclohexane-1,3-dicarboxylic acid diethyl ester C(C)OC(=O)C1CC(C(CC1=O)(C)O)C(=O)OCC